COC1=CC=C(C=C1)C1=CC=C(C2=C1NC(=N2)C)C(=O)O 7-(4-methoxyphenyl)-2-methyl-1H-benzimidazole-4-carboxylic acid